NC1=C(C(=O)OC)C=C(C=C1Cl)Cl Methyl 2-amino-3,5-dichlorobenzoate